2-methyl-1-phenyl-1-penten-3-one O-methyloxime CON=C(C(=CC1=CC=CC=C1)C)CC